[Li+].BrC=1C=C2C(=NC1)N(C(N2CC(=O)[O-])=O)C 2-(6-bromo-3-methyl-2-oxo-2,3-dihydro-1H-imidazo[4,5-b]pyridin-1-yl)acetic acid Lithium salt